ClC1=C(C#N)C=C(C=C1)[C@]1(C[C@@H]2[C@H](N(OC2(C)C)C)[C@H](C1)C)C |r| rac-2-chloro-5-((3aR,5R,7S,7aR)-1,3,3,5,7-pentamethyloctahydro-benzo[c]isoxazol-5-yl)benzonitrile